1-[13-(1,3-Benzodioxol-5-yl)-1-oxo-2,4,12-tridecatrienyl]piperidine O1COC2=C1C=CC(=C2)C=CCCCCCCC=CC=CC(=O)N2CCCCC2